S1C(=CC=C1)CNC(C)=O N-(thiophen-2-ylmethyl)acetamide